cyclopenta[a]phenanthren-3-yl (3-((tert-butoxycarbonyl)amino)butyl)(4-((3-((tert-butoxycarbonyl)amino)butyl)amino)butyl)carbamate C(C)(C)(C)OC(=O)NC(CCN(C(OC=1C=CC2=C3C=CC=4C=CCC4C3=CC=C2C1)=O)CCCCNCCC(C)NC(=O)OC(C)(C)C)C